aminomethylidene diphosphate O1P(OC1N)(=O)OP(=O)([O-])[O-]